2-methyl-N1-(o-tolyl)-N3-(p-tolyl)benzene-1,3-diamine CC1=C(C=CC=C1NC1=CC=C(C=C1)C)NC1=C(C=CC=C1)C